C1(CC1)C=1C=C2C(N3C(=NC2=CC1)C(=CC=C3)C(=O)NC3CCOCC3)=O 2-cyclopropyl-11-oxo-N-(tetrahydro-2H-pyran-4-yl)-11H-pyrido[2,1-b]quinazoline-6-carboxamide